Trans-N-(5-bromoimidazo[1,2-a]pyridin-2-yl)-2-fluorocyclopropanecarboxamide BrC1=CC=CC=2N1C=C(N2)NC(=O)[C@H]2[C@@H](C2)F